C(#N)[C@H]1N(CC(C1)(F)F)C(CNC(=O)C1=CC=NC2=CC=C(C=C12)C=1C=NC(=CC1)C(F)(F)F)=O (S)-N-(2-(2-cyano-4,4-difluoropyrrolidin-1-yl)-2-oxoethyl)-6-(6-(trifluoromethyl)pyridin-3-yl)quinoline-4-carboxamide